COC(=O)C1=NN(C2=CC=C(C=C12)Br)CC1CN(C1)C(=O)OC(C)(C)C 5-bromo-1-((1-(tert-butoxycarbonyl)azetidin-3-yl)methyl)-1H-indazole-3-carboxylic acid methyl ester